C=CCCCCCCCCCCCCCCCCCCCCCCCCCCCCCC n-dotriacontene